C(C)C1=C(NC2=CC=C(C=C12)C1CCNCC1)C1=CC(=NC=C1)C 3-ethyl-2-(2-methylpyridin-4-yl)-5-(piperidin-4-yl)-1H-indole